NC=1C(=NC(=CC1)OC)CCN(C(CC)C1=C(C=CC(=C1)F)NC1=C(C(=O)O)C=C(C(=C1)C(F)(F)F)F)C(=O)OC(C)(C)C 2-((2-(1-((2-(3-amino-6-methoxypyridin-2-yl)ethyl)(tert-butoxycarbonyl)amino)propyl)-4-fluorophenyl)amino)-5-fluoro-4-(trifluoromethyl)benzoic acid